C1=CC(=CC=C1C[C@@H](C(=O)O)N)O L-(-)-Tyrosine